C(=O)(O)CCCCCCCCCCC[Si](OCC)(OCC)OCC 11-carboxyl-undecyltriethoxysilane